ClC=1C(N(C(=CC1OCC1=NC=C(C=C1)F)C)C1=CC(=NC=C1C)C1=NC(=NC=C1)C(C)(C)O)=O (P)-3-chloro-4-((5-fluoropyridin-2-yl)methoxy)-2'-(2-(2-hydroxypropan-2-yl)pyrimidin-4-yl)-5',6-dimethyl-2H-[1,4'-bipyridin]-2-one